2-oxo-2-[(2S,5R)-4-(2,2-dimethylpropyl)-5-methyl-2-phenyl-piperazin-1-yl]-N-(1-tetrahydropyran-2-ylpyrazolo[4,3-c]pyridin-7-yl)acetamide O=C(C(=O)NC=1C2=C(C=NC1)C=NN2C2OCCCC2)N2[C@H](CN([C@@H](C2)C)CC(C)(C)C)C2=CC=CC=C2